C(C)OC(CC1=C(C=CC(=C1)OC)[N+](=O)[O-])=O ethyl(5-methoxy-2-nitrophenyl)acetate